ClCC=1C=C(C=CC1)S(=O)(=O)NC1=CC=CC=C1 3-(chloromethyl)-N-phenylbenzenesulfonamide